(19R)-16-fluoro-10,19-dimethyl-3-(2-methylpropyl)-20-oxa-3,4,10,11,23-pentaazapentacyclo[19.3.1.02,6.08,12.013,18]pentacosa-1(24),2(6),4,8,11,13,15,17,21(25),22-decaen-22-amine FC1=CC=C2C3=NN(C=C3CC=3C=NN(C3C3=CN=C(C(O[C@@H](C2=C1)C)=C3)N)CC(C)C)C